1-{4-[5-(ethylsulfanyl)-6-[3-fluoro-6-(trifluoromethyl)-1H-pyrrolo[3,2-b]pyridin-2-yl]pyridin-3-yl]phenyl}cyclopropane-1-carbonitrile C(C)SC=1C=C(C=NC1C1=C(C2=NC=C(C=C2N1)C(F)(F)F)F)C1=CC=C(C=C1)C1(CC1)C#N